cadmium niobium-manganese niobium-lead [Pb].[Nb].[Mn].[Nb].[Cd]